(R)-4-(5-(benzo[d]thiazol-7-yl)-3-cyanopyridin-2-yl)-N-(2-ethynylthiazol-4-yl)-2-(hydroxymethyl)piperazine-1-carboxamide S1C=NC2=C1C(=CC=C2)C=2C=C(C(=NC2)N2C[C@@H](N(CC2)C(=O)NC=2N=C(SC2)C#C)CO)C#N